caprylic acid dimethylaminopropyl amide CN(C)CCCNC(CCCCCCC)=O